tert-butyl ((1S,3s)-3-aminocyclopentyl)carbamate N[C@@H]1C[C@H](CC1)NC(OC(C)(C)C)=O